5-chloro-N-[3-fluoro-4-(2-{3-methyl-1H-pyrazolo[3,4-b]pyridin-5-yl}ethynyl)pyridin-2-yl]-2-methoxypyridine-3-sulfonamide ClC=1C=C(C(=NC1)OC)S(=O)(=O)NC1=NC=CC(=C1F)C#CC=1C=C2C(=NC1)NN=C2C